CC1(N(CC1)C(=O)O[C@H]1C[C@H](CC1)C=1NN=C(C1)NC(COC1=C(C(=CC(=C1)OC)OCC1=CC=CC=C1)C=O)=O)C (1R,3S)-3-(5-{2-[3-(benzyloxy)-2-formyl-5-methoxyphenoxy]acetamido}-2H-pyrazol-3-yl)cyclopentyl 2,2-dimethylazetidine-1-carboxylate